C(C=C)C1(CCC(CC1)=O)C1=CC(=C(C=C1)OC)C 4-allyl-4-(4-methoxy-3-methylphenyl)cyclohexanone